4,5,6,7-tetrahydro-1H-indazol N1N=CC=2CCCCC12